C1(C=CC=C1)[Si](C)(C)C(O)(C1=CC=CC=C1)C1=C(C=CC=C1)C cyclopentadienyl-[(o-methylphenyl)(phenyl)hydroxymethyl]-dimethylsilane